CC(C(C(=O)N)NC(CCCCCN1N=NC(=C1)C=1C=NC(=NC1)S(=O)(=O)C)=O)CCC 3-methyl-2-(6-(4-(2-(methylsulfonyl)pyrimidin-5-yl)-1H-1,2,3-triazol-1-yl)hexanamido)hexanamide